4-amino-6-(3,6-dihydro-2H-pyran-4-yl)-N-(4-(methoxymethyl)phenyl)-7-(1-methylcyclopropyl)-7H-pyrrolo[2,3-d]pyrimidine-5-carboxamide NC=1C2=C(N=CN1)N(C(=C2C(=O)NC2=CC=C(C=C2)COC)C=2CCOCC2)C2(CC2)C